α-Tocopherylacetat CC1=C(C(=C(C2=C1O[C@](CC2)(C)CCC[C@H](C)CCC[C@H](C)CCCC(C)C)C)OC(=O)C)C